2-(4-cyclopropyl-6-methoxypyrimidin-5-yl)-6-((4-(1-(oxetan-3-yl)-4-(trifluoromethyl)-1H-imidazol-2-yl)benzyl)oxy)-7H-purine C1(CC1)C1=NC=NC(=C1C1=NC(=C2NC=NC2=N1)OCC1=CC=C(C=C1)C=1N(C=C(N1)C(F)(F)F)C1COC1)OC